[4-(5-methyloxazolo[4,5-b]pyridin-2-yl)piperazin-1-yl]-[6-[3-(2,2,2-trifluoro-1-methyl-ethoxy)azetidin-1-yl]pyridazin-3-yl]methanone CC1=CC=C2C(=N1)N=C(O2)N2CCN(CC2)C(=O)C=2N=NC(=CC2)N2CC(C2)OC(C(F)(F)F)C